[Ru].CC1=CC=CCC1 methylcyclohexadiene ruthenium